COC1=CC=C(C=C1)C1(C=CC=2C(O1)C1=CC(C(=CC1=C1C2C(C2=C(C(=C(C=C21)Br)C)Br)(C)C)OC)(OC)C(F)(F)F)C2=CC=C(C=C2)OC 3,3-bis(4-methoxyphenyl)-10,12-dibromo-6-trifluoromethyl-6,7-dimethoxy-11,13,13-trimethyl-3H,13H-indeno[2',3':3,4]naphtho[1,2-b]pyran